5-acetyl-1-(4-fluorophenyl)-6-methyl-2-oxo-1,2-dihydropyridine-3-carboxylic acid C(C)(=O)C=1C=C(C(N(C1C)C1=CC=C(C=C1)F)=O)C(=O)O